2-(4-hydroxyphenyl)-N-(1H-indol-4-yl)acetamide OC1=CC=C(C=C1)CC(=O)NC1=C2C=CNC2=CC=C1